1-allyloxy-3,4-epoxybutane C(C=C)OCCC1CO1